FC(C(F)(F)F)(OC1=CC=C(C=C1)N1N=C(N=C1)C1=CC=C(C=C1)NC([O-])=O)F [4-[1-[4-(1,1,2,2,2-pentafluoroethoxy) phenyl]-1H-1,2,4-triazol-3-yl]phenyl]carbamate